1,3-Benzodioxolyl-N-methylbutanamine CCC(CC1=CC2=C(C=C1)OCO2)NC